3-(2-hydroxypropan-2-yl)-N-[(2Z)-imidazolidin-2-ylidene]Benzamide OC(C)(C)C=1C=C(C(=O)N=C2NCCN2)C=CC1